1-(2-amino-3-methylpyridin-4-yl)-5-(trifluoromethyl)-1H-pyrazole-4-carboxylic acid ethyl ester C(C)OC(=O)C=1C=NN(C1C(F)(F)F)C1=C(C(=NC=C1)N)C